C(#N)C1=CC(=C2C=C(N(C2=C1)C1CC1)NC(CC(C)(C)C)=O)C N-(6-cyano-1-cyclopropyl-4-methyl-1H-indol-2-yl)-3,3-dimethylbutyramide